CC1=CC=C(C=C1)C1=CC=C(C=C1)C1=CC(=NC=C1)CN1CCC2(CCCC2)CC1 8-((4-(4'-methyl-[1,1'-biphenyl]-4-yl)pyridin-2-yl)methyl)-8-azaspiro[4.5]decane